N-(8,9-difluoro-6-oxo-1,4,5,6-tetrahydro-2H-pyrano[3,4-c]isoquinolin-1-yl)-N-methyl-1H-indazole-5-carboxamide FC=1C(=CC=2C3=C(NC(C2C1)=O)COCC3N(C(=O)C=3C=C1C=NNC1=CC3)C)F